CC=1N=C2N(N=C(C=C2C)C=2C=C(C=3N(C2)C=C(N3)C(=O)NC[C@@H]3NCCCC3)F)C1 6-(2,8-dimethylimidazo[1,2-b]pyridazin-6-yl)-8-fluoro-N-[[(2R)-2-piperidyl]methyl]imidazo[1,2-a]pyridine-2-carboxamide